4-((2-(trifluoromethyl)pyridin-4-yl)methyl)phthalazin-1(2H)-one FC(C1=NC=CC(=C1)CC1=NNC(C2=CC=CC=C12)=O)(F)F